4-((2-(methyl-sulfonyl)eth-yl)amino)-2-((4-(4-morpholino-piperidine-1-carbonyl)-2,3-dihydro-benzofuran-7-yl)amino)-7H-pyrrolo[2,3-d]pyrimidine-5-carbonitrile CS(=O)(=O)CCNC=1C2=C(N=C(N1)NC1=CC=C(C=3CCOC31)C(=O)N3CCC(CC3)N3CCOCC3)NC=C2C#N